C(C)(C)(C)OC(=O)N1[C@@H]([C@@H](C1)N)C (2R,3R)-3-amino-2-methylazetidine-1-carboxylic acid tert-butyl ester